N-[(1R,3s,5S)-8-Azabicyclo[3.2.1]octan-3-yl]-N-methyl-5-[5-(1H-pyrazol-4-yl)pyridin-2-yl][1,3]thiazolo[5,4-d][1,3]thiazol-2-amin [C@H]12CC(C[C@H](CC1)N2)N(C=2SC=1N=C(SC1N2)C2=NC=C(C=C2)C=2C=NNC2)C